Tripropargyl phosphate P(=O)(OCC#C)(OCC#C)OCC#C